O1CC(NCC2=C1C1=C(O2)C=CC=C1)C(=O)N 2,3,4,5-tetrahydrobenzofuro[2,3-f][1,4]oxazepine-3-carboxamide